O=C1NC(CCC1NC=1C=C(C=CC1)C#CCNC(C1=NC=C(C=C1N1CCOCC1)C=1N=CC2=C(C=CC=C2C1)C1=CC2=C(N(C(N2C)=O)C)C(=C1)C(C)C)=O)=O N-(3-(3-((2,6-Dioxopiperidin-3-yl)amino)phenyl)prop-2-yn-1-yl)-5-(8-(7-isopropyl-1,3-dimethyl-2-oxo-2,3-dihydro-1H-benzo[d]imidazol-5-yl)isoquinolin-3-yl)-3-morpholinopicolinamide